bis(3-sulfopropyl)-4,4'-bipyridyl S(=O)(=O)(O)CCCC=1C(=NC=CC1C1=CC=NC=C1)CCCS(=O)(=O)O